C12CN(CC(CC1)N2)C2=NC(=NC1=C(C(=C(C=C21)Cl)C2=CC=CC=1CC3C(C21)C3)F)OC[C@]32CCCN2C[C@@H](C3)F 4-(3,8-diazabicyclo[3.2.1]-octan-3-yl)-6-chloro-8-fluoro-2-(((2R,7aS)-2-fluoro-tetrahydro-1H-pyrrolizin-7a(5H)-yl)methoxy)-7-(1,1a,6,6a-tetrahydrocyclopropa[a]inden-2-yl)quinazoline